5-chloro-2-ethyl-7,8-dihydro-6H-spiro[[1,3]oxazolo[5,4-f]quinazoline-9,1'-cyclohexane]-7-one ClC=1C=C2C(=C3C1NC(NC31CCCCC1)=O)OC(=N2)CC